FC1=C(C(=CC=C1)F)[C@@H](CC1=NC(=NC(=N1)N[C@@H](CO)CC(C)C)NS(=O)(=O)C)C |o1:8| N-(4-((R*)-2-(2,6-difluorophenyl)propyl)-6-(((R)-1-hydroxy-4-methylpentan-2-yl)amino)-1,3,5-triazin-2-yl)methanesulfonamide